C(CCCCCC)C(C(=O)O)(CCCC(=O)O)CCCCCCCCC.C(CCCCC(=O)O)(=O)OC(CCCCCCCC)CCCCCCC heptylnonyl adipate (heptylnonyladipate)